5-{[3-(8-{[(3S,4R)-3-fluoro-1-methylpiperidin-4-yl]amino}-3-(2,2,2-trifluoroethyl)imidazo[1,2-a]pyridin-2-yl)prop-2-yn-1-yl]amino}-6-methoxy-N-methylpyridine-2-carboxamide F[C@H]1CN(CC[C@H]1NC=1C=2N(C=CC1)C(=C(N2)C#CCNC=2C=CC(=NC2OC)C(=O)NC)CC(F)(F)F)C